BrC1=C(N=CS1)COC 5-bromo-4-methoxymethylthiazole